C(C)=C1C(OC2C3CCC(C2C1)C3)=O ethylidene-3-oxatricyclo[6.2.1.0~2,7~]undecan-4-one